tert-butyl (3R,4S)-4-{[5-chloro-6-iodo-7-(3-methylbutan-2-yl)pyrrolo[2,1-f][1,2,4]triazin-2-yl]amino}-3-fluoropiperidine-1-carboxylate ClC=1C(=C(N2N=C(N=CC21)N[C@@H]2[C@@H](CN(CC2)C(=O)OC(C)(C)C)F)C(C)C(C)C)I